BrC=1C=C2C(=CN(C2=CC1)C)C(C(=O)Cl)=O 2-(5-bromo-1-methyl-1H-indol-3-yl)-2-oxoacetyl chloride